1-(8-chloro-4-isoquinolinyl)-3-[(4-methoxyphenyl)methyl]hexahydropyrimidine-2,4-dione ClC=1C=CC=C2C(=CN=CC12)N1C(N(C(CC1)=O)CC1=CC=C(C=C1)OC)=O